methoxy-2,2-dimethylhexahydropyrano[3,2-d][1,3]dioxin COC1C2C(OC(O1)(C)C)CCCO2